C(CCCCC)C=COCC1CO1 glycidyl hexyl-vinyl ether